CN(C(=O)C1=CC2=C(N=C(N2)C2=CC=NC=C2)C=C1)C1=CC=CC=C1 2-Pyridin-4-yl-3H-benzoimidazole-5-carboxylic acid methyl-phenyl-amide